C(C1=CC=CC=C1)OC=1C=CC2=C(C(=C(S2)C(F)F)C(=O)NC2CN(CC2)C)C1 5-(benzyloxy)-2-(difluoromethyl)-N-(1-methylpyrrolidin-3-yl)-1-benzothiophene-3-carboxamide